1-N'-(4-fluorophenyl)-1-N-[4-[7-(1-methylimidazol-2-yl)quinolin-4-yl]oxyphenyl]cyclopropane-1,1-dicarboxamide FC1=CC=C(C=C1)NC(=O)C1(CC1)C(=O)NC1=CC=C(C=C1)OC1=CC=NC2=CC(=CC=C12)C=1N(C=CN1)C